N-(3-ethyl-6-methoxybenzo[d]isoxazol-5-yl)-2,3-dihydrobenzofuran-5-sulfonamide C(C)C1=NOC2=C1C=C(C(=C2)OC)NS(=O)(=O)C=2C=CC1=C(CCO1)C2